OC1=C(C(=O)C2=C(C=C(C=C2)OC)O)C=C(C(=C1S(=O)(=O)O)OC)S(=O)(=O)O 2,2'-dihydroxy-4,4'-dimethoxydisulfobenzophenone